NC1=C2N=CN(C2=NC(=N1)F)[C@H]1C[C@@H]([C@@](O1)(C#C)CO[P@](=O)(OC1=CC=CC=C1)N[C@@H](CC1=CC=CC=C1)C(=O)OCCCCCCCCCCCCCCCCCC)OC(=O)OCCCCCC Octadecyl ((S)-(((2R,3S,5R)-5-(6-amino-2-fluoro-9H-purin-9-yl)-2-ethynyl-3-(((hexyloxy)carbonyl)oxy)tetrahydrofuran-2-yl)methoxy)(phenoxy)phosphoryl)-L-phenylalaninate